5-(2,4,5-Trifluoro-3-hydroxyphenyl)-1,2,4-oxadiazole-3-carboxylic acid FC1=C(C=C(C(=C1O)F)F)C1=NC(=NO1)C(=O)O